5-chloro-2-(1-ethyl-1H-imidazol-4-yl)-1,8-naphthyridine ClC1=C2C=CC(=NC2=NC=C1)C=1N=CN(C1)CC